(Z)-1-(3-(5-(dimethylamino)-2-(2,2,2-trifluoroethoxy)phenyl)-4-oxothiazolidin-2-ylidene)-3-(2-fluoro-4-(1-(4-(trifluoromethoxy)phenyl)-1H-1,2,4-triazol-3-yl)phenyl)urea CN(C=1C=CC(=C(C1)N1/C(/SCC1=O)=N/C(=O)NC1=C(C=C(C=C1)C1=NN(C=N1)C1=CC=C(C=C1)OC(F)(F)F)F)OCC(F)(F)F)C